FC1(C2=CC=CC=C2C=2C=C(C=CC12)C(=O)NCC(=O)N1[C@@H](C[C@H](C1)C1=CC=CC=C1)C(=O)OC)F methyl (2S,4S)-1-((9,9-difluoro-9H-fluorene-3-carbonyl)glycyl)-4-phenylpyrrolidine-2-carboxylate